C(#N)C1=C(N=C2N(C1=O)C=C(C=C2[C@@H](C)NC2=C(C(=O)O)C=CC=C2)C)N2CCC(CC2)C#N (R)-2-((1-(3-cyano-2-(4-cyanopiperidin-1-yl)-7-methyl-4-oxo-4H-pyrido[1,2-a]pyrimidin-9-yl)ethyl)amino)benzoic acid